2-oxo-4-[(3S)-2-oxopiperidin-3-yl]Butyramide O=C(C(=O)N)CC[C@H]1C(NCCC1)=O